2-bromo-N,N-dimethyl-6-(methylthio)pyridin-4-amine BrC1=NC(=CC(=C1)N(C)C)SC